OC(CCOC1=NC=C(C=N1)NC(O[C@H](C)[C@H](C)OC1=C(C=C2C(=N1)SC(=N2)C2=C1N=CC(=NC1=CC(=C2)C)OC)F)=O)(C)C (2R,3S)-3-((6-fluoro-2-(2-methoxy-7-methylquinoxalin-5-yl)thiazolo[5,4-b]pyridin-5-yl) oxy)butan-2-yl (2-(3-hydroxy-3-methylbutoxy)pyrimidin-5-yl)carbamate